tertiary butyl-magnesium chloride C(C)(C)(C)[Mg]Cl